C(C)C1=CC=C(C=C1)[C@H](C(=O)O)C |r| (2RS)-2-(4-ethylphenyl)propionic acid